3-(5-((4-(4-(6-(6-((R)-2-(3-fluorophenyl)pyrrolidin-1-yl)imidazo[1,2-b]pyridazin-3-yl)pyridin-2-yl)piperazin-1-yl)piperidin-1-yl)methyl)-1-oxoisoindolin-2-yl)piperidine-2,6-dione FC=1C=C(C=CC1)[C@@H]1N(CCC1)C=1C=CC=2N(N1)C(=CN2)C2=CC=CC(=N2)N2CCN(CC2)C2CCN(CC2)CC=2C=C1CN(C(C1=CC2)=O)C2C(NC(CC2)=O)=O